ethyl 2-(4-chloro-5-nitro-2-oxo-1-pyridyl)acetate ClC1=CC(N(C=C1[N+](=O)[O-])CC(=O)OCC)=O